2-Ethylsulfanyl-4-methyl-6-morpholin-4-yl-N-[[3-(trifluoromethyl)phenyl]-methyl]-pyridine-3-carboxylic acid amide C(C)SC1=NC(=CC(=C1C(=O)NCC1=CC(=CC=C1)C(F)(F)F)C)N1CCOCC1